N-(2-methylbenzyl)-carbazole CC1=C(CN2C3=CC=CC=C3C=3C=CC=CC23)C=CC=C1